2-[3,5-dichloro-4-[(5-isopropyl-7-[[2-(trimethylsilyl)-ethoxy]methyl]pyrrolo[2,3-c]pyridazin-3-yl)oxy]phenyl]-3,5-dioxO-4H-1,2,4-triazine-6-carbonitrile ClC=1C=C(C=C(C1OC1=CC2=C(N=N1)N(C=C2C(C)C)COCC[Si](C)(C)C)Cl)N2N=C(C(NC2=O)=O)C#N